N-(2-(1,2-dimethylpiperidin-3-yl)thieno[2,3-b]pyridin-4-yl)-4,6-difluorobenzo[d]thiazol-5-amine CN1C(C(CCC1)C1=CC=2C(=NC=CC2NC=2C(=CC3=C(N=CS3)C2F)F)S1)C